4-(4-chloro-3-fluorophenyl)-1-(3-(pyridin-4-yl)-1H-1,2,4-triazol-5-yl)piperidin-2-one ClC1=C(C=C(C=C1)C1CC(N(CC1)C1=NC(=NN1)C1=CC=NC=C1)=O)F